Cl.O1C(=CC=C1)[C@@H]1NCCC2=CC=CC=C12 (R)-1-(furan-2-yl)-1,2,3,4-tetrahydroisoquinoline hydrochloride